N-(2-aminoethyl)biotinamide C1[C@H]2[C@@H]([C@@H](S1)CCCCC(=O)NCCN)NC(=O)N2